1-methyl-4,5,6,7-tetrahydropyrazolo[4,3-c]Pyridine bis(trifluoroacetic acid) salt FC(C(=O)O)(F)F.FC(C(=O)O)(F)F.CN1N=CC=2CNCCC21